3-mercaptopropyl-oxobutyrate SCCCC(C(C(=O)[O-])=O)C